fluorohexyl-dimethyl-chlorosilane FCCCCCC[Si](Cl)(C)C